NC1=CC(=NN1CC(=O)N1C[C@@]2(CC1)C1=C(NC(O2)=O)C=CC(=C1F)Cl)C=1C=NC=C(C1)Br (R)-1'-(2-(5-Amino-3-(5-bromopyridin-3-yl)-1H-pyrazol-1-yl)acetyl)-6-chloro-5-fluorospiro[benzo[d][1,3]oxazine-4,3'-pyrrolidin]-2(1H)-one